6-(6-ethoxy-4-methylpyridin-3-yl)pyrazine-2-carbohydrazide C(C)OC1=CC(=C(C=N1)C1=CN=CC(=N1)C(=O)NN)C